O1COC2=C1C=CC(=C2)N2CCNCC2 1-(benzo[d][1,3]dioxolan-5-yl)piperazine